3-(4-(1-(4-chloro-3-fluorophenyl)-3,3-dimethyl-2,3-dihydro-1H-pyrrolo[3,2-b]pyridine-5-carbonyl)-3,3-dimethylpiperazin-1-yl)isonicotinic acid ClC1=C(C=C(C=C1)N1CC(C2=NC(=CC=C21)C(=O)N2C(CN(CC2)C2=C(C(=O)O)C=CN=C2)(C)C)(C)C)F